COCCS(=O)(=O)C1=C(C=CC=C1)O 2-((2-methoxyethyl)sulfonyl)phenol